C(C)C1(CC(N=C(O1)C=1C=NC2=C(C=CC=C2C1)F)(C)CC(C)C)C 6-ethyl-2-(8-fluoro-3-quinolyl)-4-isobutyl-4,6-dimethyl-5H-1,3-oxazine